bis(γ-triethoxysilylpropyl silylpropyl) tetrasulphide C(C)O[Si](CCC[SiH2]CCCSSSSCCC[SiH2]CCC[Si](OCC)(OCC)OCC)(OCC)OCC